C(C)OC(=O)[C@]12[C@H](N(C(C(C1)SC)=O)C)CCC2.CC(C)(C)[S@@](=O)/N=C/C=2OC=CN2 (R,E)-2-methyl-N-(oxazol-2-ylmethylene)propane-2-sulfinamide ethyl-(4aS,7aR)-1-methyl-3-(methylsulfanyl)-2-oxo-octahydro-1H-cyclopenta[b]pyridine-4a-carboxylate